O=C1NC=C(C(N1)=O)C=1C=C(C=2N(N1)C(=CN2)F)[C@@H]2[C@H](C2)C2=CC(=C(C#N)C=C2F)F 4-((1S,2S)-2-(6-(2,4-dioxo-1,2,3,4-tetrahydropyrimidin-5-yl)-3-fluoroimidazo[1,2-b]pyridazin-8-yl)cyclopropyl)-2,5-difluorobenzonitrile